CN1N=C(C=C1)C=1C=CC=C(C1)O 5-(1-methyl-1H-pyrazol-3-yl)phenol